C(C=C)(=O)C(N(C(C=C)=O)C(C=C)=O)CNCCN triacryloyl-diethylenetriamine